hydroxymethyl-ethyl-phosphinic acid aluminum [Al].OCP(O)(=O)CC